ethyl (Z)-2-(hydroxyimino)-3-oxo-3-phenylpropionate O\N=C(/C(=O)OCC)\C(C1=CC=CC=C1)=O